4-[1-[4-fluoro-2-(trifluoromethyl)phenyl]ethyl]-5H,6H,7H,8H-pyrido[3,4-d]pyrimidine-7-carboxylic acid tert-butyl ester C(C)(C)(C)OC(=O)N1CC=2N=CN=C(C2CC1)C(C)C1=C(C=C(C=C1)F)C(F)(F)F